C(C)(C)N(C(C)C)[SiH2]N([SiH3])[SiH3] (diisopropylaminosilyl)bis(silyl)amine